C12(CC3CC(CC(C1)C3)C2)C\C=N\[S@@](=O)C(C)(C)C (S)-N-((E)-2-(adamantan-1-yl)ethylidene)-2-methylpropane-2-sulfinamide